3-((5-chloro-4-(6-methyl-1H-indol-3-yl)pyrimidin-2-yl)amino)-5-cyclopropylbenzaldehyde ClC=1C(=NC(=NC1)NC=1C=C(C=O)C=C(C1)C1CC1)C1=CNC2=CC(=CC=C12)C